CCCCCCCC\C=C/C=C/C=C/CCCC (9z,11e,13e)-octadeca-9,11,13-triene